N,1,6,7-tetramethyl-2,3-dihydro-1H-pyrrolo[3,4-c]pyridin-4-amine, dihydrochloride Cl.Cl.CNC1=NC(=C(C2=C1CNC2C)C)C